3-bromo-7-(4-fluorophenyl)-1H-indole BrC1=CNC2=C(C=CC=C12)C1=CC=C(C=C1)F